(P)-(1R,9R)-10,10-dimethyl-6-(5-methyl-1H-indazol-4-yl)-4-(2-(2-propenoyl)-2,6-diazaspiro[3.4]octan-6-yl)-3-azatricyclo[7.1.1.02,7]undeca-2,4,6-triene-5-carbonitrile CC1([C@H]2CC3=C(C(=C(N=C3[C@@H]1C2)N2CC1(CN(C1)C(C=C)=O)CC2)C#N)C2=C1C=NNC1=CC=C2C)C